2-Cyclohexyl-8-(1-hydroxyethyl)chromen-4-one C1(CCCCC1)C=1OC2=C(C=CC=C2C(C1)=O)C(C)O